(6,7-Dihydro-5H-pyrano[2,3-d]thiazol-7-yl)methanamine hydrochloride Cl.S1C=NC2=C1C(CCO2)CN